4-(benzo[d][1,3]dioxol-5-yl)benzaldehyde O1COC2=C1C=CC(=C2)C2=CC=C(C=O)C=C2